1'-(4-((6-amino-2-butoxy-8-oxo-7H-purin-9(8H)-yl)methyl)benzyl)-4,4'-bipiperidine-1-carboxylic acid tert-butyl ester C(C)(C)(C)OC(=O)N1CCC(CC1)C1CCN(CC1)CC1=CC=C(C=C1)CN1C2=NC(=NC(=C2NC1=O)N)OCCCC